2-(TRIFLUOROMETHYL)NAPHTHALENE-6-BORONIC ACID FC(C1=CC2=CC=C(C=C2C=C1)B(O)O)(F)F